Benzyl (E)-5-(3-ethoxy-3-oxoprop-1-en-1-yl)picolinate C(C)OC(/C=C/C=1C=CC(=NC1)C(=O)OCC1=CC=CC=C1)=O